Pyrrolidine Hydrogen chloride salt Cl.N1CCCC1